FC1=CC(=CS1)CO (5-Fluorothien-3-yl)methanol